laurylsulfanyl alcohol C(CCCCCCCCCCC)SO